3-Hydroxy-4-methoxy-1-naphthaldehyd OC=1C=C(C2=CC=CC=C2C1OC)C=O